5-(2-ethylhexyloxy)phenol C(C)C(COC=1C=CC=C(C1)O)CCCC